Bis(1,5-cyclooctadiene) rhodium (I) tetrafluoroborate F[B-](F)(F)F.[Rh+].C1=CCCC=CCC1.C1=CCCC=CCC1